2-((2S)-1-acryloyl-4-(4-fluoro-2'-(((S)-1-methylpyrrolidin-2-yl)methoxy)-5',8'-dihydro-6'H-spiro[indene-1,7'-quinazolin]-4'-yl)piperazin-2-yl)acetonitrile C(C=C)(=O)N1[C@H](CN(CC1)C1=NC(=NC=2CC3(CCC12)C=CC1=C(C=CC=C13)F)OC[C@H]1N(CCC1)C)CC#N